(3S,4S,5R)-3-(3,4-difluoro-2-methoxyphenyl)-4,5-dimethyl-5-(trifluoromethyl)tetrahydrofuran FC=1C(=C(C=CC1F)[C@H]1CO[C@]([C@H]1C)(C(F)(F)F)C)OC